FC(C1=CC(=NC=N1)OC[C@@H]1CC[C@@]2(CCCN12)CO)(F)F ((3S,7aS)-3-(((6-(trifluoromethyl)pyrimidin-4-yl)oxy)methyl)tetrahydro-1H-pyrrolizin-7a(5H)-yl)methanol